C(C)(C)P(C1=C(C(=CC=C1)OC)C1=C(C=CC=C1OC)P(C(C)C)C(C)C)C(C)C (S)-2,2'-bis(diisopropylphosphino)-6,6'-dimethoxy-1,1'-biphenyl